2,4-dihydroxybenzoic acid lead copper [Cu].[Pb].OC1=C(C(=O)O)C=CC(=C1)O